C(N)(=O)C1=NC=C(C=N1)NC(O[C@H](C)[C@H](C)OC1=CC2=C(N=C(S2)C2=C3N=CC(=NC3=CC(=C2)C)OC)C=C1F)=O (2R,3S)-3-((5-fluoro-2-(2-methoxy-7-methylquinoxalin-5-yl)benzo[d]thiazol-6-yl)oxy)butan-2-yl (2-carbamoylpyrimidin-5-yl)carbamate